NC1=C(SC2=NC(=CC(=C21)C)C)C(=O)NC2CC=1C=C(C(=NC1CC2)N2CC(C(C2)C(COC)(F)F)N)F 3-amino-N-{2-[3-amino-4-(1,1-difluoro-2-methoxyethyl)pyrrolidin-1-yl]-3-fluoro-5,6,7,8-tetrahydroquinolin-6-yl}-4,6-dimethylthieno[2,3-b]pyridine-2-carboxamide